NC=1N=C(C2=C(N1)C=CN(C2=O)CC=2SC=C(N2)CN2CCCC2)NCCCC 2-amino-4-(butylamino)-6-((4-(pyrrolidin-1-ylmethyl)thiazol-2-yl)methyl)pyrido[4,3-d]pyrimidin-5(6H)-one